C1(=CC=CC=C1)N(C1=CC=C(C=C1)C1=CC=C(C=2C1=NSN2)\C=C(/C#N)\C2=CC=CC=C2)C2=CC=CC=C2 (Z)-3-(7-(4-(diphenylamino)phenyl)benzo[c][1,2,5]thiadiazole-4-yl)-2-phenyl-acrylonitrile